C(C)(C)(C)C=1C=C2C=3C(=CC=CC3C(C2=C(C1)C(C)(C)C)(C)C)C1=CC=C(C=C1)NC1=CC=2C(C3=CC=CC=C3C2C=C1)(C)C N-[4-(6,8-di-tert-butyl-9,9-dimethyl-9H-fluoren-4-yl)phenyl]-9,9-dimethyl-9H-fluoren-2-amin